1-benzylphosphepane 1-oxide C(C1=CC=CC=C1)P1(CCCCCC1)=O